C(C(C)C)OC1=C(C=CC=C1)NC(=O)C(=O)NC1=C(C=CC=C1)CC(C)C N-(2-isobutoxyphenyl)-N'-(2-isobutylphenyl)-oxamide